1-(2,3-dihydrobenzo[b][1,4]dioxin-6-yl)-3-(3-(p-tolyl)pyrrolidin-1-yl)propan-1-one hydrochloride Cl.O1C2=C(OCC1)C=C(C=C2)C(CCN2CC(CC2)C2=CC=C(C=C2)C)=O